FC(C1=CC=C(C=N1)C1CCC(CC1)=O)(F)F 4-(6-(trifluoromethyl)pyridin-3-yl)cyclohexan-1-one